ClC1=NC=C(C(=C1)N1C(C=C(C=C1C)O)=O)OC 2'-chloro-4-hydroxy-5'-methoxy-6-methyl-[1,4'-bipyridin]-2-one